7-chloro-1-(isopropylamino)-2,6-naphthyridine-3-carbonitrile ClC1=NC=C2C=C(N=C(C2=C1)NC(C)C)C#N